myristylacrylate C(CCCCCCCCCCCCC)OC(C=C)=O